porphyrin compound with oxygen [O].C12=CC=C(N1)C=C1C=CC(=N1)C=C1C=CC(N1)=CC=1C=CC(N1)=C2